FC=1C=CC=C2C=CC(C3(C12)CC3)(C)C 8'-fluoro-2',2'-dimethyl-2'H-spiro[cyclopropane-1,1'-naphthalen]